OCCOC1=CC=C(C=N1)NC(O[C@H](C)[C@H](C)OC1=C(C=C2C(=N1)SC(=N2)C2=C1N=CC(=NC1=CC(=C2)C)OC)F)=O (2R,3S)-3-((6-fluoro-2-(2-methoxy-7-methylquinoxalin-5-yl)thiazolo[5,4-b]pyridin-5-yl)oxy)butan-2-yl (6-(2-hydroxyethoxy)pyridin-3-yl)carbamate